sec-hexyl isohexanoate C(CCC(C)C)(=O)OC(C)CCCC